3-(3-isocyanatopropyl)-2,5-bis(isocyanatomethyl)-bicyclo[2.2.1]heptane N(=C=O)CCCC1C(C2CC(C1C2)CN=C=O)CN=C=O